NC1=NC=CC=C1C1=NC=2C(=NC=C(C2)Br)N1C1=CC=C(C=C1)CN1CCN(CC1)C(=O)OC(C)(C)C tert-butyl 4-[[4-[2-(2-amino-3-pyridyl)-6-bromo-imidazo[4,5-b]pyridin-3-yl]phenyl]methyl]piperazine-1-carboxylate